C(O)(O)=O.NCCCCCN 1,5-diaminopentane carbonate